N-(3-bromo-5-chloro-2-fluorophenyl)-N-((2-(trimethylsilyl)-ethoxy)methyl)propane-1-sulfonamide BrC=1C(=C(C=C(C1)Cl)N(S(=O)(=O)CCC)COCC[Si](C)(C)C)F